4-(dimethylcarbamoyl)-3-methylphenylboronic acid pinacol ester CN(C(=O)C1=C(C=C(C=C1)B1OC(C)(C)C(C)(C)O1)C)C